HEXYLMETHANOL C(CCCCC)CO